ClC=1C=NN2C1N=C(N=C2NC=2C=NN(C2)C2CCN(CC2)C2CCN(CC2)C)C2=C(C=CC=C2F)F 8-chloro-2-(2,6-difluorophenyl)-N-(1-(1'-methyl-[1,4'-bipiperidin]-4-yl)-1H-pyrazol-4-yl)pyrazolo[1,5-a][1,3,5]triazin-4-amine